NC1=C(C=C(C=C1)OC(F)F)NC(C1=CC(=CC=C1)NC1=NC=C(N=C1)C1=NC=CC=C1)=O N-(2-amino-5-(difluoromethoxy)phenyl)-3-((5-(pyridin-2-yl)pyrazin-2-yl)amino)benzamide